(R)-(4-(4-fluoropyrazolo[1,5-a]pyridin-2-yl)-6,7-dihydro-1H-imidazo[4,5-c]pyridin-5(4H)-yl)(1-isopropyl-1H-pyrazol-5-yl)methanone FC=1C=2N(C=CC1)N=C(C2)[C@@H]2N(CCC1=C2N=CN1)C(=O)C1=CC=NN1C(C)C